6,8,9-Trichlorotetrazolo[5,1-a]phthalazine ClC1=NN2C(C3=CC(=C(C=C13)Cl)Cl)=NN=N2